3-[(tert-butoxycarbonyl)amino]-2-(oxan-3-yl)propanoic acid C(C)(C)(C)OC(=O)NCC(C(=O)O)C1COCCC1